benzyl N-(6-oxo-5-oxa-7-azaspiro[3.4]octan-2-yl)carbamate O=C1OC2(CC(C2)NC(OCC2=CC=CC=C2)=O)CN1